NC1=CC(=C(C=C1C)S)C 4-amino-2,5-dimethylbenzenethiol